ClC1=CC2=C(N(C=N2)CCC[C@H]2NCCC[C@@H]2O)C(=C1)C1=CN=C(S1)C1CC1 (2R,3S)-2-(3-(5-chloro-7-(2-cyclopropylthiazol-5-yl)-1H-benzo[d]imidazol-1-yl)propyl)piperidin-3-ol